trans-N-(4-Aminophenyl)-2,6-dichloro-3-(2,2-dichloro-3-(3-chloro-4-fluorophenyl)cyclopropane-1-carboxamido)-N-methylbenzamide NC1=CC=C(C=C1)N(C(C1=C(C(=CC=C1Cl)NC(=O)[C@@H]1C([C@H]1C1=CC(=C(C=C1)F)Cl)(Cl)Cl)Cl)=O)C